C(C1=CC=CC=C1)N1C[C@@](CCC1)(C)NCC=1C=C2CN(C(C2=CC1)=O)C1C(NC(CC1)=O)=O 3-(5-((((S)-1-benzyl-3-methylpiperidin-3-yl)amino)methyl)-1-oxoisoindolin-2-yl)piperidine-2,6-dione